FC1=CC=C(C=2C=NNC12)C=O 7-FLUORO-1H-INDAZOLE-4-CARBALDEHYDE